N[C@H](C(=O)OC)CC1=C(C=CC=C1)O methyl (2S)-2-amino-3-(2-hydroxyphenyl)propanoate